N1CC2(C=3C1=NC=C(C3)C3=CN(C1=CC=C(C=C31)C=3C(=NNC3)C)C(=O)OC(C)(C)C)CC2 tert-butyl 3-(1',2'-dihydrospiro[cyclopropane-1,3'-pyrrolo[2,3-b]pyridin]-5'-yl)-5-(3-methyl-1H-pyrazol-4-yl)-1H-indole-1-carboxylate